tert-butyl 6-((4-chloro-7-methoxyquinazolin-6-yl) oxy)-2-azaspiro[3.3]heptane-2-carboxylate ClC1=NC=NC2=CC(=C(C=C12)OC1CC2(CN(C2)C(=O)OC(C)(C)C)C1)OC